Cl.NCCNCC(=O)OC(C)(C)C tert-butyl (2-aminoethyl)glycinate hydrochloride